N-methyl-1-(thiazol-4-yl)methanamine hydrochloride Cl.CNCC=1N=CSC1